(rac)-trans-3-amino-1-(N-(2-aminoethyl)sulfamoyl)-4-(3-boronopropyl)pyrrolidine-3-carboxylic acid N[C@@]1(CN(C[C@H]1CCCB(O)O)S(NCCN)(=O)=O)C(=O)O |r|